CN(C(C(F)(F)F)=O)C(C(F)(F)F)=O N-methylbis(trifluoroacetyl)amine